(S)-5,5-dimethyl-2-(pyrimidin-5-ylamino)hexanoic acid compound with methanesulfonic acid CS(=O)(=O)O.CC(CC[C@@H](C(=O)O)NC=1C=NC=NC1)(C)C